tert-butyl 4-{2-[4-(4-fluorophenyl)-5-(pyridin-4-yl)-2-(trifluoromethyl)-1H-imidazol-1-yl]acetyl}piperazine-1-carboxylate FC1=CC=C(C=C1)C=1N=C(N(C1C1=CC=NC=C1)CC(=O)N1CCN(CC1)C(=O)OC(C)(C)C)C(F)(F)F